(4-((R)-3-(4-(4'-bromo-5'-oxo-5'H-spiro[cyclohexane-1,7'-indolo[1,2-a]quinazolin]-10'-yl)-[1,4'-bipiperidine]-1'-carbonyl)pyrrolidin-1-yl)-2,6-difluorophenyl)piperidine-2,6-dione BrC=1C=2C(N=C3N(C2C=CC1)C1=CC(=CC=C1C31CCCCC1)C1CCN(CC1)C1CCN(CC1)C(=O)[C@H]1CN(CC1)C1=CC(=C(C(=C1)F)N1C(CCCC1=O)=O)F)=O